O=C1NCC(N1)CNC(OC(C)(C)C)=O tert-butyl ((2-oxoimidazolidin-4-yl)methyl)carbamate